CC1=CC=CC2=C1C[C@@H](C1=NC=CC=C1O2)CN |o1:8| (R*)-(9-methyl-10,11-dihydrobenzo[6,7]oxepino[3,2-b]pyridin-11-yl)methanamine